5-Acetyl-3-(isoindol-2-yl)-2,7-dimethyl-2,6-naphthyridin-1(2H)-one C(C)(=O)C1=C2C=C(N(C(C2=CC(=N1)C)=O)C)N1C=C2C=CC=CC2=C1